[OH-].C(CCCCC)N1C=[N+](C=C1)C 1-hexyl-3-methylimidazolium hydroxide